C(C)(C)(C)OC(=O)N(C1CCN(CC1)C1=NC=C(C=2C1=CN(N2)C)C(=O)O)C2CC2 4-[4-[tert-butoxycarbonyl-(cyclopropyl)amino]-1-piperidyl]-2-methyl-pyrazolo[4,3-c]pyridine-7-carboxylic acid